C(C)(C)(C)OC(=O)N(CCC[C@@H](C(=O)OC(C)(C)C)NC(=O)OC(C)(C)C)CCCCO[Si](C)(C)C(C)(C)C (S)-tert-butyl 5-((tert-butoxycarbonyl)(4-((tert-butyldimethylsilyl)oxy)butyl)amino)-2-((tert-butoxycarbonyl)amino)pentanoate